ClC1=CC=C(C=C1)[C@@H]1[C@@H](CCC1)O |r| (±)-cis-2-(4-chlorophenyl)cyclopentanol